C(C)C(CC)C=1C=C(C=CC1)N(C(O)=O)C.COC1=CC=C(CNCC2CC2)C=C1 1-{[(4-Methoxybenzyl)amino]methyl}cyclopropane 3-(1-Ethylpropyl)phenyl-methylcarbamate